2-hydroxy-4,4'-dihydroxybenzophenone OC1=C(C(=O)C2=CC=C(C=C2)O)C=CC(=C1)O